6-(4-chlorophenyl)-2-(3-fluorophenyl)-N-[(3-hydroxyoxetan-3-yl)methyl]-3-oxo-2,3-dihydropyridazine-4-carboxamide ClC1=CC=C(C=C1)C=1C=C(C(N(N1)C1=CC(=CC=C1)F)=O)C(=O)NCC1(COC1)O